FC1=CC(=C(C=C1)[C@H]1[C@@H](O[C@]([C@H]1C)(C(F)(F)F)C)C(=O)NC1=CC(=NC=C1)C(=O)N)OC |o1:7,8,10,11| rel-(2R,3S,4S,5R)-4-[[3-(4-fluoro-2-methoxy-phenyl)-4,5-dimethyl-5-(trifluoromethyl)tetrahydrofuran-2-carbonyl]amino]pyridine-2-carboxamide